FC(CCCC1=C(C=CC(=C1)OC)S(=O)(=O)N)(C1=CC=CC=C1)F (4,4-difluoro-4-phenylbutyl)-4-methoxybenzenesulfonamide